4-(1-(tert-butoxycarbonyl)piperidin-4-yl)-6-methylnicotinic acid C(C)(C)(C)OC(=O)N1CCC(CC1)C1=CC(=NC=C1C(=O)O)C